CC1=C(C=CC(=C1)C)C=1C=NC=2N(C1)C=C(N2)COC2=NC=C(C=C2)F 6-(2,4-dimethylphenyl)-2-[(5-fluoro-2-pyridinyl)oxymethyl]imidazo[1,2-a]pyrimidine